C(C)(C)(C)OC(=O)N1CCC(CC1)C=1C=C2CCCNC2=CC1C(F)F 4-(7-difluoromethyl-1,2,3,4-tetrahydroquinolin-6-yl)-piperidine-1-carboxylic acid tert-butyl ester